3-(1-tert-butoxycarbonyl-1,6-diazaspiro[3.3]heptan-6-yl)-2-chloro-5-fluoro-benzoic acid C(C)(C)(C)OC(=O)N1CCC12CN(C2)C=2C(=C(C(=O)O)C=C(C2)F)Cl